N1=C(C(=NC=C1)C(=O)Cl)C(=O)Cl pyrazine-2,3-dicarboxylic acid chloride